3-cyclopentyl-propionamide C1(CCCC1)CCC(=O)N